(R)-2-(3-phenoxyazetidin-1-yl)-4-((tetrahydro-2H-pyran-4-yl)amino)-6,7-dihydrothieno[3,2-d]pyrimidine 5-oxide O(C1=CC=CC=C1)C1CN(C1)C=1N=C(C2=C(N1)CC[S@]2=O)NC2CCOCC2